N1C=C(C2=CC=CC=C12)C(=O)NC1=CC=C(C=C1)N1C2=C(NC(CC1=O)=O)C1=CC=CC=C1C=C2 5-[4-[(1H-indol-3-carbonyl)amino]phenyl]-1H-naphtho[1,2-b][1,4]diazepine-2,4(3H,5H)-dione